(1R,3R)-3-((tert-butyldimethylsilyl)oxy)-1-((R)-1,1-dimethylethylsulfonamido)-8-azaspiro[4.5]decane-8-carboxylic acid tert-butyl ester C(C)(C)(C)OC(=O)N1CCC2(C[C@H](C[C@H]2NS(=O)(=O)C(C)(C)C)O[Si](C)(C)C(C)(C)C)CC1